C(CCCCCCCCC([2H])([2H])[2H])(=O)O Decanoic acid-10,10,10-d3